FC(C=1C=C(C(=C(C#N)C1)C)OC1=C(N=CN(C1=O)CC1C(N=C(N=C1C)C)=O)C(CF)(F)F)F 5-(difluoromethyl)-3-((1-((2,6-dimethyl-4-oxo-4,5-dihydropyrimidin-5-yl)-methyl)-6-oxo-4-(1,1,2-trifluoroethyl)-1,6-dihydro-pyrimidin-5-yl)oxy)2-methylbenzonitrile